BrC1=CNC=2N=CN=C(C21)N2CCN(CC2)C(=O)OC(C)(C)C tert-butyl 4-(5-bromo-7H-pyrrolo[2,3-d]pyrimidin-4-yl)piperazine-1-carboxylate